N-[[2-[(cyclopropylmethylamino)methyl]-5-fluoro-1H-indol-6-yl]methyl]-4-oxo-pyrido[1,2-a]pyrimidine-2-carboxamide C1(CC1)CNCC=1NC2=CC(=C(C=C2C1)F)CNC(=O)C=1N=C2N(C(C1)=O)C=CC=C2